N[C@@H](C(=O)NC=1N=NC(=C(C1)C1CCC1)C1=C(C=C(C=C1)C(F)(F)F)O)C (R)-2-amino-N-(5-cyclobutyl-6-(2-hydroxy-4-(trifluoromethyl)phenyl)pyridazin-3-yl)propanamide